N-[3-[(2,3-dihydroxypropyl)(3-decyloxypropyl)amino]propyl]palmitoleamide OC(CN(CCCNC(CCCCCCC\C=C/CCCCCC)=O)CCCOCCCCCCCCCC)CO